C(C)(C)(C)OC(=O)N1[C@@H](CN(CC1)C=1C2=C(N=CN1)N(C=C2N2C(CCC2)=O)C2=CC(=CC=C2)Cl)C (R)-4-(7-(3-chlorophenyl)-5-(2-oxopyrrolidin-1-yl)-7H-pyrrolo[2,3-d]pyrimidin-4-yl)-2-methylpiperazine-1-carboxylic acid tert-butyl ester